N1C=C(C2=CC=CC=C12)CC(=O)O 1H-INDOL-3-YLACETIC ACID